O1C(OCC1)C1=C(C=CC(=C1)F)N1N=CC=C1C(=O)C1=CC(=NN1COCC[Si](C)(C)C)C#N 5-(1-(2-(1,3-dioxolan-2-yl)-4-fluorophenyl)-1H-pyrazole-5-carbonyl)-1-((2-(trimethylsilyl)ethoxy)methyl)-1H-pyrazole-3-carbonitrile